N[C@H](C(=O)N1[C@@H]([C@H]2C([C@H]2C1)(C)C)C(=O)NC(C(C)C1=NC=CC=C1)C(N)=O)C(C)(C)C (1R,2S,5S)-3-[(2S)-2-amino-3,3-dimethyl-butanoyl]-N-[1-carbamoyl-2-(2-pyridyl)propyl]-6,6-dimethyl-3-azabicyclo[3.1.0]hexane-2-carboxamide